BrC(C=1CCN(CC1)C(=O)OC(C)(C)C)([2H])[2H] tert-butyl 4-(bromomethyl-d2)-3,6-dihydropyridine-1(2H)-carboxylate